ClC1=NC(=CC=C1NC(N(CC1=NNC(=C1)C(F)(F)F)C=1C=NC(=NC1)OC)=O)Cl (2,6-Dichloropyridin-3-yl)-1-(2-methoxypyrimidin-5-yl)-1-((5-(trifluoromethyl)-1H-pyrazol-3-yl)methyl)urea